2,4,6-tris-(4-tert-butyl-phenyl)-(1,3)oxazin-1-ylium C(C)(C)(C)C1=CC=C(C=C1)C1[OH+]C(=CC(=N1)C1=CC=C(C=C1)C(C)(C)C)C1=CC=C(C=C1)C(C)(C)C